OC[C@@H](C)NC(=O)C=1C=C2C=C(N=C(C2=CC1)N1CCC(CC1)C(F)(F)F)C (R)-N-(1-hydroxypropan-2-yl)-3-methyl-1-(4-(trifluoromethyl)piperidin-1-yl)isoquinoline-6-carboxamide